6-chloro-8-[(4-methoxyphenyl)methoxy]-2-methylpyrido[3,4-d]pyrimidin-4-ol ClC1=CC2=C(N=C(N=C2O)C)C(=N1)OCC1=CC=C(C=C1)OC